7-(perfluoroethyl)-5-(trifluoromethyl)-1,8-naphthyridin-2-amine FC(C(F)(F)F)(C1=CC(=C2C=CC(=NC2=N1)N)C(F)(F)F)F